3-((6aR,8R)-2-(3-fluoro-2-hydroxyphenyl)-6a-(fluoromethyl)-5,6,6a,7,8,9-hexahydropyrrolo[1',2':4,5]pyrazino[2,3-c]pyridazin-8-yl)-3H-[1,2,3]triazolo[4,5-b]pyridine-6-carbaldehyde FC=1C(=C(C=CC1)C=1C=C2C(=NN1)NC[C@@]1(N2C[C@@H](C1)N1N=NC=2C1=NC=C(C2)C=O)CF)O